2,4-difluoro-3,5-dichlorobenzoyl fluoride FC1=C(C(=O)F)C=C(C(=C1Cl)F)Cl